[2-(6-Fluoro-4-methoxy-2-methyl-indol-1-yl)-ethyl]-{6-[4-(2-methyl-1H-imidazol-4-yl)-phenyl]-pyrimidin-4-yl}-amin FC1=CC(=C2C=C(N(C2=C1)CCNC1=NC=NC(=C1)C1=CC=C(C=C1)C=1N=C(NC1)C)C)OC